C1(=CC=CC=C1)C(CN1CCCCC1)C1=CC=CC=C1 1-(2,2-Diphenylethyl)piperidin